C(C)(C)(C)OC(NCC=1N=C(C2=C(N1)SC=N2)C2=CC=C(C=C2)OC(F)(F)F)=O tert-butyl-N-[[7-[4-(trifluoromethoxy)phenyl]thiazolo[5,4-d]pyrimidin-5-yl]methyl]carbamate